Natrium tartrat-Dihydrat O.O.C(=O)([O-])C(O)C(O)C(=O)[O-].[Na+].[Na+]